lithium bis(allylmalonate) borate B([O-])(O)O.C(C=C)C(C(=O)O)C(=O)O.C(C=C)C(C(=O)O)C(=O)O.[Li+]